FC(C1=CC=CC2=C(N(N=C12)CC1OCCCC1)C(=O)NC1=CC(=NC=C1)S(N)(=O)=O)F 7-(difluoromethyl)-N-(2-sulfamoylpyridin-4-yl)-2-((tetrahydro-2H-pyran-2-yl)methyl)-2H-indazole-3-carboxamide